COC=1C=C(C=CC1OC)C=1NC2=CC=C(C=C2C1CC)C(=O)N1CCN(CC1)CC (2-(3,4-dimethoxyphenyl)-3-ethyl-1H-indol-5-yl)(4-ethylpiperazin-1-yl)methanone